CC=1C=C(C=CC1)C1=C(C(=C(C=C1)NC1=C(C=CC=C1)N(C1=CC=CC=C1)C1=CC=CC=C1)C1=CC(=CC=C1)C)C1=CC(=CC=C1)C [tris(3-methylphenyl)phenylamino]triphenylamine